NCC1=CC=C(CN2C(N(SC2=O)CCI)=O)C=C1 4-(4-(aminomethyl)benzyl)-2-(2-iodoethyl)-1,2,4-thiadiazolidine-3,5-dione